BrC=1C=C2C=NN(C(C2=CC1)=O)C1=NC=C(C=C1)[N+](=O)[O-] 6-bromo-2-(5-nitropyridin-2-yl)phthalazin-1(2H)-one